(2-Chloro-4,5-difluoro-phenyl)-[8-(2,3-dihydrobenzofuran-7-yl)-3,8-diazabicyclo[3.2.1]octane-3-yl]methanone ClC1=C(C=C(C(=C1)F)F)C(=O)N1CC2CCC(C1)N2C2=CC=CC=1CCOC12